methyl (2-((((9H-fluoren-9-yl)methoxy)carbonyl)amino)acetamido)acetate C1=CC=CC=2C3=CC=CC=C3C(C12)COC(=O)NCC(=O)NCC(=O)OC